C(CCCCCCCCCCCCCCCCC)N(CCCCCCCCCCCCCCCCCC)C N,N-dioctadecylmethylamine